bis(trifluoromethyl)iodonium FC(F)(F)[I+]C(F)(F)F